tert-butyl (6-{3-(4-chlorophenyl)-1-[2-(4-morpholinyl)ethyl]ureido}benzo[d]thiazol-2-yl)carbamate ClC1=CC=C(C=C1)NC(N(CCN1CCOCC1)C1=CC2=C(N=C(S2)NC(OC(C)(C)C)=O)C=C1)=O